NC1=NC=CC(=C1C#CC1=CC=CC=C1)N1N=C(C2=CC=CC=C12)N (2-amino-3-(phenylethynyl)pyridine-4-yl)-1H-indazol-3-amine